CC=1N(C2=C([N+]1CCC)C=CC=C2)CCC 2-methyl-1,3-dipropylbenzimidazolium